tert-Butyl N-(7,8-dichloro-4-(1H-imidazol-1-yl)quinolin-2-yl)-N-(2-morpholinoethyl)glycinate ClC1=CC=C2C(=CC(=NC2=C1Cl)N(CC(=O)OC(C)(C)C)CCN1CCOCC1)N1C=NC=C1